methyl (S)-2-(4-(2-(1-cyclopropylethyl)-1-oxoisoindolin-5-yl)pyridin-2-yl)-5-methyl-1-((2-(trimethylsilyl)ethoxy)methyl)-1H-imidazole-4-carboxylate C1(CC1)[C@H](C)N1C(C2=CC=C(C=C2C1)C1=CC(=NC=C1)C=1N(C(=C(N1)C(=O)OC)C)COCC[Si](C)(C)C)=O